6-[8-(1,3-benzothiazol-2-ylcarbamoyl)-3,4-dihydroisoquinolin-2(1H)-yl]-3-[1-(3-cyanobenzyl)-1H-pyrazol-4-yl]pyridine-2-carboxylic acid S1C(=NC2=C1C=CC=C2)NC(=O)C=2C=CC=C1CCN(CC21)C2=CC=C(C(=N2)C(=O)O)C=2C=NN(C2)CC2=CC(=CC=C2)C#N